ammonium phenylboronic acid hemisulfate S(=O)(=O)([O-])[O-].C1(=CC=CC=C1)B(O)O.[NH4+].[NH4+].C1(=CC=CC=C1)B(O)O